(R)-ethyl 2-acetoxy-3-(5-(2-(tert-butoxy)-2-oxoethyl)-2-((2-(3,3,3-trifluoropropoxy)pyrimidin-4-yl)methoxy)phenyl)propanoate C(C)(=O)O[C@@H](C(=O)OCC)CC1=C(C=CC(=C1)CC(=O)OC(C)(C)C)OCC1=NC(=NC=C1)OCCC(F)(F)F